FC(C=1C(NN=CC1N1C(C2=CC=CC=C2C1)COC1=CC(=CC=C1)C(=O)N1CCN(CC1)C1=NC=C(C=N1)C(F)(F)F)=O)(F)F 4-(Trifluoromethyl)-5-(1-((3-(4-(5-(trifluoromethyl)pyrimidin-2-yl)piperazine-1-carbonyl)phenoxy)methyl)isoindolin-2-yl)pyridazin-3(2H)-one